C(#N)C=1C=C(C=C(C1)N1N=C(C2=CC=CC=C12)C1=CC=C(C=C1)C(F)(F)F)NC(C=C)=O N-(3-cyano-5-(3-(4-(trifluoromethyl)phenyl)-1H-indazol-1-yl)phenyl)acrylamide